C(C)C1=CC=C(C=C(C(CCC2=CC(=C(C=C2)O)OC)=O)C(CCC2=CC(=C(C=C2)O)OC)=O)C=C1 4-(4-ethylbenzylidene)-1,7-bis(4-hydroxy-3-methoxyphenyl)heptane-3,5-dione